C1(=C2N(C=N1)CCC2)C(C(=O)OCC)N2CC1=C(C=C(C=C1C2=O)C2=CC=C(C=C2)CC2CCN(CC2)C(=O)OC(C)(C)C)F tert-butyl 4-[[4-[2-[1-(6,7-dihydro-5H-pyrrolo[1,2-c]imidazol-1-yl)-2-ethoxy-2-oxo-ethyl]-7-fluoro-3-oxo-isoindolin-5-yl]phenyl]methyl]piperidine-1-carboxylate